N-(5-((5-chloro-4-(1H-indol-3-yl)pyrimidin-2-yl)amino)-2-((2-(dimethylamino)ethyl)(ethyl)amino)-3-fluorophenyl)acetamide ClC=1C(=NC(=NC1)NC=1C=C(C(=C(C1)NC(C)=O)N(CC)CCN(C)C)F)C1=CNC2=CC=CC=C12